(2S)-N-(5-fluoropyridin-2-yl)-2-(3-hydroxy-3-methylpiperidin-1-yl)propanamide FC=1C=CC(=NC1)NC([C@H](C)N1CC(CCC1)(C)O)=O